ClC=1C2=C(N=CN1)N(C=C2)[C@@H]2O[C@@H]([C@@]1([C@H]2OC(O1)(C)C)C)COC1=CC=C2C=CC(=NC2=C1)NC(C1=CC=CC=C1)(C1=CC=CC=C1)C1=CC=CC=C1 7-(((3aR,4R,6R,6aR)-6-(4-chloro-7H-pyrrolo[2,3-d]pyrimidin-7-yl)-2,2,3a-trimethyltetrahydrofuro[3,4-d][1,3]dioxol-4-yl)methoxy)-N-tritylquinolin-2-amine